diallyl-hydroquinone C(C=C)C=1C(=C(O)C=CC1O)CC=C